N-(3-(benzyl-(ethyl)amino)-1-(2-(1,1-difluoroethyl)-6-methylpyrimidin-4-yl)-1H-pyrazolo[4,3-c]pyridin-6-yl)acetamide C(C1=CC=CC=C1)N(C1=NN(C2=C1C=NC(=C2)NC(C)=O)C2=NC(=NC(=C2)C)C(C)(F)F)CC